N1=C(N=CC=C1)C=1C=C2C(=NNC2=CC1)C1CCN2CCCC2C1 5-(pyrimidin-2-yl)-3-(octahydroindolizin-7-yl)1H-indazole